N1C=CC=2C1=NC=C(C2)OC2=C(C(=O)NS(=O)(=O)C1=CC(=C(C=C1)NCC1CCOCC1)[N+](=O)[O-])C=CC(=C2)C2CCC(CC2)N2C(CCC2)C2=CC(=CC=C2)C2CC2 2-((1H-pyrrolo[2,3-b]pyridin-5-yl)oxy)-4-(4-(2-(3-cyclopropylphenyl)pyrrolidin-1-yl)cyclohexyl)-N-((3-nitro-4-((tetrahydro-2H-pyran-4-yl)methyl-amino)phenyl)sulfonyl)benzamide